(S)-6-(4-(tert-butoxycarbonyl)-2-methylpiperazin-1-yl)-2-chloro-5-nitropyrimidine C(C)(C)(C)OC(=O)N1C[C@@H](N(CC1)C1=C(C=NC(=N1)Cl)[N+](=O)[O-])C